C(C1=CC=CC=C1)C=1N=C(NC(C1C#N)=O)SCC1=CC(=C(C(=C1)F)O)F 4-Benzyl-2-(3,5-difluoro-4-hydroxy-benzylsulfanyl)-6-oxo-1,6-dihydro-pyrimidine-5-carbonitrile